C[N+]1(CCOCC1)[O-] 4-methyl-1,4-oxazinane 4-oxide